methyl-2-[1-(5-fluoropyrimidin-2-yl)azetidin-3-yl]-2-methyl-propionic acid methyl ester COC(C(CC)(C)C1CN(C1)C1=NC=C(C=N1)F)=O